C(C1=CC=CC=C1)N1C2=NC=NC(=C2N=C1C1=C(C=C(OCCN2CCC(CC2)O)C=C1)Cl)OC1(CC1)C 1-(2-(4-(9-benzyl-6-(1-methylcyclopropoxy)-9H-purin-8-yl)-3-chlorophenoxy)ethyl)piperidin-4-ol